3,5-bis(tert-butyl)-4-hydroxyphenylpropionic acid C(C)(C)(C)C=1C=C(C=C(C1O)C(C)(C)C)C(C(=O)O)C